S(N)(=O)(=O)NC1CCN(CC1)C1=C(C=C(C=C1F)F)NC(=O)C=1N=C(C=2N(C1)C=CN2)C2=C(C=CC=C2OC)F N-(2-{4-[(sulfamoyl)amino]hexahydropyridin-1-yl}-3,5-difluorophenyl)-8-(2-fluoro-6-methoxyphenyl)imidazo[3,2-a]pyrazine-6-carboxamide